ClC=1C=C2C(=CC1Cl)N(C(C21CCN(CC1)C1CCC(CC1)C(C)C)=O)CCNS(=O)(=O)C 2-(5,6-dichloro-1'-((1s,4s)-4-isopropylcyclohexyl)-2-oxospiro[indoline-3,4'-piperidin]-1-yl)ethyl-methylsulfonamide